C1(CC1)N(CC1=CC=C(C=C1)OC)CC1CN(C1)C(=O)C=1C=C(CC2=NNC(C3=CC=CC=C23)=O)C=CC1F 4-(3-[3-([cyclopropyl(4-methoxybenzyl)amino]methyl)azetidin-1-carbonyl]-4-fluorobenzyl)phthalazin-1(2H)-one